8-chloro-1-[trans-4-(trifluoroethyl)cyclohexyl]-4H-[1,2,4]triazolo[4,3-a][1]benzazepine-5(6H)-one ClC=1C=CC2=C(CC(CC=3N2C(=NN3)[C@@H]3CC[C@H](CC3)CC(F)(F)F)=O)C1